1-((3-((4-amino-2-butyl-1H-imidazo[4,5-d]thieno[3,2-b]pyridin-1-yl)methyl)benzyl)amino)-2-methylpropan-2-ol NC1=C2C(=C3C(=N1)C=CS3)N(C(=N2)CCCC)CC=2C=C(CNCC(C)(O)C)C=CC2